C(C)(C)(C)OC(=O)N1CCN(CC1)C1=C(C(=NC=2CN(CCC12)C(=O)OCC1=CC=CC=C1)NC1CCN(CC1)C)C#N benzyl 4-(4-(tert-butoxycarbonyl)piperazin-1-yl)-3-cyano-2-((1-methylpiperidin-4-yl)amino)-5,8-dihydro-1,7-naphthyridine-7(6H)-carboxylate